ClC1=C(C(=CC=C1)Cl)N1CC(C1)C1=CC(=C(CN2CCC(CC2)C(=O)OC)C(=C1)C)CC methyl 1-(4-(1-(2,6-dichlorophenyl)azetidin-3-yl)-2-ethyl-6-methylbenzyl)piperidine-4-carboxylate